2,2-bis(4-chlorophenyl)-1,1-dichloroethylene ClC1=CC=C(C=C1)C(=C(Cl)Cl)C1=CC=C(C=C1)Cl